2-(4,5-dichloro-3-methyl-6-oxopyridazin-1(6H)-yl)propanoic acid ClC=1C(=NN(C(C1Cl)=O)C(C(=O)O)C)C